1-(3-(benzo[d][1,3]dioxol-5-yl)-6-(3-methoxypropyl)pyrazin-2-yl)-4-hydroxypiperidine-4-carboxylic acid O1COC2=C1C=CC(=C2)C=2C(=NC(=CN2)CCCOC)N2CCC(CC2)(C(=O)O)O